hydroxy-cresol OC1=C(C(=CC=C1)O)C